(4-tert-Butyl-benzyl)-{1-[3-(4-chloro-phenyl)-adamantan-1-yl]-ethyl}-amine C(C)(C)(C)C1=CC=C(CNC(C)C23CC4(CC(CC(C2)C4)C3)C3=CC=C(C=C3)Cl)C=C1